FC1(CC(C1)C=1C=CC(=NC1F)[C@@H](NC(=O)[C@H]1N(C[C@@H](C1)F)C(CN1C(NC(C=C1)=O)=O)=O)C1=CC=CC=C1)F (2S,4R)-N-[(S)-[5-(3,3-difluorocyclobutyl)-6-fluoropyridin-2-yl](phenyl)methyl]-1-[2-(2,4-dioxo-1,2,3,4-tetrahydropyrimidin-1-yl)acetyl]-4-fluoropyrrolidine-2-carboxamide